methyltri(1-butynyl)silane C[Si](C#CCC)(C#CCC)C#CCC